(R)-N-(1-(tertbutylcarbamoyl)azetidin-3-yl)-1-((4-(N,N-diethylsulfamoyl)phenyl)sulfonyl)piperidine-3-carboxamide C(C)(C)(C)NC(=O)N1CC(C1)NC(=O)[C@H]1CN(CCC1)S(=O)(=O)C1=CC=C(C=C1)S(N(CC)CC)(=O)=O